6-amino-1-isopropyl-3-(6-(4-isopropyl-4H-1,2,4-triazol-3-yl)pyridin-2-yl)-7-methylquinolin-4(1H)-one NC=1C=C2C(C(=CN(C2=CC1C)C(C)C)C1=NC(=CC=C1)C1=NN=CN1C(C)C)=O